FC1=CC=C(C=C1)C1=CC(N(N=C1C)CC1=C(C(=CC=C1C)OC)C)=S 5-(4-fluorophenyl)-2-(3-methoxy-2,6-dimethylbenzyl)-6-methylpyridazine-3(2H)-thione